4,5-dihydroxyimidazolidin-2-one OC1NC(NC1O)=O